C1(=CC=CC=C1)N(C1=C(C#N)C(=C(C(=C1C#N)N(C1=CC=CC=C1)C1=CC=CC=C1)F)N(C1=CC=CC=C1)C1=CC=CC=C1)C1=CC=CC=C1 2,4,6-tri(diphenylamino)-5-fluoroisophthalonitrile